CCCCCCCCCCCCCCCCCCCCCCCCC(C(=O)N[C@@H](COP(=O)([O-])O[C@@H]1[C@@H]([C@@H]([C@H]([C@@H]([C@H]1OC2[C@H]([C@H]([C@@H]([C@H](O2)CO)O)O)O)O)O)O)O)[C@@H](CCCCCCCCCCCCCCC)O)O The molecule is a mannosylinositol phosphorylceramide(1-) having a hexacosanoyl group amide-linked to a C18 sphinganine base, with hydroxylation at C-2 of the C26 very-long-chain fatty acid. It is a conjugate base of a Man-1-2-Ins-1-P-Cer(d18:0/2-OH-26:0).